C1(CCCCC1)C1=CC=C(C=C1)N(C1=CC=2C(C3=CC=CC=C3C2C=C1)(C)C)C=1C=C(C=C(C1)C1=CC=CC(=C1)C(C)(C)C)C1=CC(=CC(=C1)C(C)(C)C)C(C)(C)C N-(4-cyclohexylphenyl)-N-(3'',5',5''-tri-t-butyl-1,1':3,1''-terphenyl-5-yl)-9,9-dimethyl-9H-fluoren-2-amine